alpha-(p-(2-(diethylamino)ethoxy)phenyl)-beta-ethyl-p-methoxy-alpha-phenylphenyl-ethyl alcohol citrate C(CC(O)(C(=O)O)CC(=O)O)(=O)O.C(C)N(CCOC1=CC=C(C=C1)C(C(CC)C1=CC=C(C=C1)OC)(C1=CC=CC=C1)O)CC